NC=1C2=C(N=CN1)N(C=C2C2=CC=C(C=1N2C=CN1)NC(=O)NC1=CC(=C(C=C1)OC1CCN(CC1)CC)C(F)(F)F)C1CCC1 1-(5-(4-amino-7-cyclobutyl-7H-pyrrolo[2,3-d]pyrimidin-5-yl)imidazo[1,2-a]pyridin-8-yl)-3-(4-((1-ethylpiperidin-4-yl)oxy)-3-(trifluoromethyl)-phenyl)urea